(S)-3-(3-chloro-4-fluorophenyl)-1-(1-(1-oxo-1,2-dihydroisoquinolin-4-yl)ethyl)-1-(pyridin-2-ylmethyl)urea ClC=1C=C(C=CC1F)NC(N(CC1=NC=CC=C1)[C@@H](C)C1=CNC(C2=CC=CC=C12)=O)=O